4-(3-Chloro-7-cyclopentylthieno[3,2-b]pyridin-2-yl)-N-[5-(4-ethylpiperazin-1-yl)pyridin-2-yl]-5-fluoropyrimidin-2-amine ClC1=C(SC=2C1=NC=CC2C2CCCC2)C2=NC(=NC=C2F)NC2=NC=C(C=C2)N2CCN(CC2)CC